ethyl 5-(4-bromophenoxy)-1H-1,2,3-triazole-4-carboxylate BrC1=CC=C(OC2=C(N=NN2)C(=O)OCC)C=C1